Trans-2-[4-[2-[(1R)-1-hydroxyethyl]-6-(methylamino)imidazo[4,5-c]pyridin-1-yl]cyclohexyl]acetonitrile succinate C(CCC(=O)O)(=O)O.O[C@H](C)C=1N(C2=C(C=NC(=C2)NC)N1)[C@@H]1CC[C@H](CC1)CC#N